FC1=C(C=CC=C1F)[C@@H]1N(OCC1)C1=CC(=NC=N1)NC1=C(C=C(C=C1)N1CCC(CC1)N1C[C@@H](N([C@@H](C1)C)CC)C)OC 6-((R)-3-(2,3-difluorophenyl)isoxazolidin-2-yl)-N-(4-(4-((3S,5R)-4-ethyl-3,5-dimethylpiperazin-1-yl)piperidin-1-yl)-2-methoxyphenyl)pyrimidin-4-amine